tert-butyl (R)-4-(2-((1,1-dimethoxypropan-2-yl)oxy)-7-(3-(methoxymethoxy)naphthalen-1-yl)-5,6,7,8-tetrahydropyrido[3,4-d]pyrimidin-4-yl)piperazine-1-carboxylate COC([C@@H](C)OC=1N=C(C2=C(N1)CN(CC2)C2=CC(=CC1=CC=CC=C21)OCOC)N2CCN(CC2)C(=O)OC(C)(C)C)OC